(1s,4s)-N1-(2-chloro-5-(1-(difluoromethyl)-1H-pyrazol-3-yl)pyridin-4-yl)-N-(2-fluoroethyl)cyclohexane-1,4-diamine ClC1=NC=C(C(=C1)N(C1CCC(CC1)N)CCF)C1=NN(C=C1)C(F)F